ClC=1C=C(C=C(C1CC1=NN(C(C=C1)=O)C1CCC1)Cl)N1N=C(C(NC1=O)=O)C#N 2-(3,5-Dichloro-4-((1-cyclobutyl-6-oxo-1,6-dihydropyridazin-3-yl)methyl)phenyl)-3,5-diOxo-2,3,4,5-tetrahydro-1,2,4-triazine-6-carbonitrile